Z-1,2-difluoropropene F\C=C(\C)/F